methyl 3-(5-(5-((3-chloro-4-fluorophenyl)carbamoyl)-1-methyl-1H-imidazol-4-yl)-2-hydroxy octahydropentalen-2-yl)propiolate ClC=1C=C(C=CC1F)NC(=O)C1=C(N=CN1C)C1CC2CC(CC2C1)(O)C#CC(=O)OC